CN1C(N(CC1)C)=N 1,3-dimethyl-2-imidazolidinimine